5-sec-butyl-1-isobutyl-3-ethyl-4-hydroxy-pyrazole C(C)(CC)C1=C(C(=NN1CC(C)C)CC)O